propyl-trimethyl-phosphonium C(CC)[P+](C)(C)C